O=C1NC(CCC1N1C(N(C2=C1C=CC=C2N2CC1N(C(C2)C1)CC1CCC(CC1)N1N=C2C=CC(=CC2=C1)N1C(C=CC=C1C(F)(F)F)C(=O)N)C)=O)=O 1-N-[2-[4-[[3-[1-(2,6-dioxo-3-piperidyl)-3-methyl-2-oxo-benzimidazol-4-yl]-3,6-diazabicyclo[3.1.1]heptan-6-yl]methyl]cyclohexyl]indazol-5-yl]-6-(trifluoromethyl)pyridine-2-carboxamide